C1(=CC=C(C=C1)C(=O)N=C=NC(=O)C1=CC=C(C=C1)C)C di-p-toluoylcarbodiimide